2-(2'-nitrophenylazo)-4-tert-octylphenol [N+](=O)([O-])C1=C(C=CC=C1)N=NC1=C(C=CC(=C1)C(C)(C)CC(C)(C)C)O